2-(2-Chloro-pyrimidin-4-yl)-1-(2,3-dichloro-phenyl)-ethanone ClC1=NC=CC(=N1)CC(=O)C1=C(C(=CC=C1)Cl)Cl